(R)-5-bromo-N1-(2-methoxypropyl)benzene-1,2-diamine BrC1=CC=C(C(=C1)NC[C@@H](C)OC)N